CN(CCN1N=C(C=C1N)C)C 1-(2-(dimethylamino)ethyl)-3-methyl-1H-pyrazol-5-amine